tetramethylbis(tetracosanyl)disiloxane C[Si](O[Si](CCCCCCCCCCCCCCCCCCCCCCCC)(CCCCCCCCCCCCCCCCCCCCCCCC)C)(C)C